C(C1CO1)N1C(=NC=C1[N+](=O)[O-])C(F)(F)F 1-(2,3-epoxypropyl)-2-trifluoromethyl-5-nitroimidazole